(2R)-1-(acetyloxy)-3-[(3R,4S)-3-fluoro-4-[(2-{3-[(2-methoxy-4-sulfamoylphenyl)amino] prop-1-yn-1-yl}-1-(2,2,2-trifluoroethyl)-1H-indol-4-yl)amino]piperidin-1-yl]propan-2-yl acetate C(C)(=O)O[C@@H](COC(C)=O)CN1C[C@H]([C@H](CC1)NC1=C2C=C(N(C2=CC=C1)CC(F)(F)F)C#CCNC1=C(C=C(C=C1)S(N)(=O)=O)OC)F